5-FLUORO-N-(4-(4-((2-HYDROXY-2-METHYL-PROPYL)SULFONAMIDO)BICYCLO[2.2.2]OCTAN-1-YL)PHENYL)ISOINDOLINE-2-CARBOXAMIDE FC=1C=C2CN(CC2=CC1)C(=O)NC1=CC=C(C=C1)C12CCC(CC1)(CC2)NS(=O)(=O)CC(C)(C)O